1,2-dichloro-1,1,4,4,4-pentafluoro-2-butene ClC(C(=CC(F)(F)F)Cl)(F)F